5-methyl-3-(3-(pyrazolo[1,5-a]pyridin-5-yl)-1H-pyrrolo[2,3-b]pyridin-5-yl)-4,5,6,7-tetrahydropyrazolo[1,5-a]pyrazine CN1CC=2N(CC1)N=CC2C=2C=C1C(=NC2)NC=C1C1=CC=2N(C=C1)N=CC2